C(CCCCCCCCCCCCCCCCCC(C)C)N=C=O isoheneicosyl isocyanate